C(C)C=1C=NC(=NC1)N1CCC(CC1)[C@H](C)OC=1SC2=NC(=CC=C2N1)C1=CC(=NC=C1)F (S)-2-(1-(1-(5-ethylpyrimidin-2-yl)piperidin-4-yl)ethoxy)-5-(2-fluoropyridin-4-yl)thiazolo[5,4-b]pyridine